FC=1C=C(C=C2CCNCC12)C(=O)[O-] 8-fluoro-3,4-dihydro-1H-isoquinoline-6-carboxylate